5-(2-furyl)uridine O1C(=CC=C1)C=1C(NC(N([C@H]2[C@H](O)[C@H](O)[C@@H](CO)O2)C1)=O)=O